(Ra)-6-(1-((R)-1-([1,1'-Biphenyl]-4-yl)ethyl)-4-chloro-1H-indazol-7-carboxamido)spiro-[3.3]heptan C1(=CC=C(C=C1)[C@@H](C)N1N=CC2=C(C=CC(=C12)C(=O)NC1CC2(CCC2)C1)Cl)C1=CC=CC=C1